C(C=C)(=O)O.NCCN1C(CCC1=O)=O N-aminoethyl-succinimide acrylate